3-(2,6-difluoro-4-hydroxyphenyl)-3-(4-(trifluoromethoxy)phenyl)-7-(trifluoromethyl)indolin-2-one FC1=C(C(=CC(=C1)O)F)C1(C(NC2=C(C=CC=C12)C(F)(F)F)=O)C1=CC=C(C=C1)OC(F)(F)F